ClCC(C(=O)Cl)(C(F)F)C 2-(chloromethyl)-3,3-difluoro-2-methyl-propionyl chloride